(hydroxymethyl)pyridazin OCC=1N=NC=CC1